BrCC=1C=NC(=NC1)Cl 5-(bromomethyl)-2-chloro-pyrimidine